C(C1=CC=CC=C1)OP(=O)(N[C@H](C(=O)OCC(CC)CC)C)OCOC(C(C)(C)C1C(OCC1C(C(=O)[O-])(C)C)C#N)=O (((benzyloxy) ((((S)-1-(2-ethylbutoxy)-1-oxopropan-2-yl) amino) phosphoryl) oxy) methyl)-2-cyanoTetrahydrofurane-3,4-diylbis(2-methylpropionate)